COC1=C(C=CC=C1)C=1C=C2CC(C(C2=CC1)NC(O[C@@H]1CN2CCC1CC2)=O)(C)C (S)-quinuclidin-3-yl (5-(2-methoxyphenyl)-2,2-dimethyl-2,3-dihydro-1H-inden-1-yl)carbamate